SC(CS(=O)(=O)O)CS.[Na] sodium 2,3-dimercapto-1-propanesulfonic acid